COC1=C(C=C(C=C1)CCC1=CC(=C(C(=C1)OC)OC)OC)NC(C1=CN=CC=C1)=O N-(2-methoxy-5-(3,4,5-trimethoxyphenethyl)phenyl)nicotinamide